ClC=1C=C(C=CC1)N1N=C(C2=C1C(N(CC2)C=2N=CC1=C(N2)CN(CC1)C(=O)OC(C)(C)C)=O)C(=O)OCC tert-butyl 2-[1-(3-chlorophenyl)-3-ethoxycarbonyl-7-oxo-4,5-dihydropyrazolo[3,4-c]pyridin-6-yl]-6,8-dihydro-5H-pyrido[3,4-d]pyrimidine-7-carboxylate